4-[3-(3-ethoxyphenylamino)-2-hydroxypropyl]-1,3-dihydroimidazole-2-thione C(C)OC=1C=C(C=CC1)NCC(CC=1NC(NC1)=S)O